Methyl-Silanol C[SiH2]O